BrC=1C(=CC(=NC1)Cl)O[C@@H](C)CCO[Si](C)(C)C(C)(C)C (S)-5-bromo-4-((4-((tert-butyldimethylsilyl)oxy)but-2-yl)oxy)-2-chloropyridine